N-(2-Chloro-3-{(4S)-2-imino-4-methyl-1-[(2R*,4R*)-2-methyl-tetrahydropyran-4-yl]-6-oxo-hexahydropyrimidin-4-yl}phenyl)-3-methylimidazole-4-carboxamide hydrochloride Cl.ClC1=C(C=CC=C1[C@]1(NC(N(C(C1)=O)[C@H]1C[C@H](OCC1)C)=N)C)NC(=O)C=1N(C=NC1)C |o1:15,17|